7'-bromo-4'-oxo-3',4'-dihydro-2'h-spiro[cyclopropane-1,1'-isoquinoline]-2'-carboxylic acid tert-butyl ester C(C)(C)(C)OC(=O)N1C2(C3=CC(=CC=C3C(C1)=O)Br)CC2